n-butyl 3-formylcrotonate C(=O)\C(=C/C(=O)OCCCC)\C